2-chloro-3,4-difluorophenyl-acetophenone ClC1=C(C=CC(=C1F)F)CC(=O)C1=CC=CC=C1